OC1=C(C2=CC=CC=C2C=C1)N=NC1=CC=C(C=C1)S(=O)(=O)O 4-[(2-hydroxy-1-naphthalenyl)azo]benzenesulfonic acid